C(C)(=O)[O-].C(CC)N1C(=[N+](C=C1)C)C 1-propyl-2,3-dimethylimidazolium acetate